3-((4-(pyrimidin-4-yl)phenyl)amino)benzamide N1=CN=C(C=C1)C1=CC=C(C=C1)NC=1C=C(C(=O)N)C=CC1